BrC=1C(=NN(C1C=CCCCCO)C)COC1=CC=C(C=C1)N1CCN(CC1)C(=O)OC(C)(C)C tert-butyl 4-[4-({4-bromo-5-[6-hydroxyhex-1-en-1-yl]-1-methyl-1H-pyrazol-3-yl}methoxy)phenyl]piperazine-1-carboxylate